ClC(C1=NC(=NO1)C1=CC=C(C=C1)NC=1C(C(C1N1CCOCC1)=O)=O)(F)F 3-((4-(5-(chlorodifluoromethyl)-1,2,4-oxadiazol-3-yl)phenyl)amino)-4-morpholinylcyclobut-3-ene-1,2-dione